carboxyethyl-phenyl-aluminum phosphinate [PH2]([O-])=O.C(=O)(O)CC[Al+]C1=CC=CC=C1